ClC=1C=CC(=C(C1)C=1C=C(C=2OCCN(C2N1)C(=O)OC(C)(C)C)NC1=C(C=NC=C1)C(NCCN1CCN(CC1)S(=O)(=O)C)=O)F tert-butyl 6-(5-chloro-2-fluorophenyl)-8-[(3-{[2-(4-methanesulfonylpiperazin-1-yl)ethyl]carbamoyl}pyridin-4-yl)amino]-2H,3H,4H-pyrido[3,2-b][1,4]oxazine-4-carboxylate